N-(6-(5-chloro-6-fluoro-7-((4-methylpiperazin-1-yl)amino)-1H-indazol-4-yl)imidazo[1,2-a]pyrazin-2-yl)-2-fluorocyclopropane-1-carboxamide ClC=1C(=C2C=NNC2=C(C1F)NN1CCN(CC1)C)C=1N=CC=2N(C1)C=C(N2)NC(=O)C2C(C2)F